ClC=1C2=C(N=C(N1)NC(OC)=O)C=C(N2)C methyl (4-chloro-6-methyl-5H-pyrrolo[3,2-d]pyrimidin-2-yl)carbamate